N-(2-Cyclopropyl-1,2,3,4-tetrahydroisoquinolin-6-yl)-3-((6-(3-methylisoxazol-4-yl)-1-oxoisoquinolin-2(1H)-yl)methyl)benzamide C1(CC1)N1CC2=CC=C(C=C2CC1)NC(C1=CC(=CC=C1)CN1C(C2=CC=C(C=C2C=C1)C=1C(=NOC1)C)=O)=O